(3S,4S)-1-cyclohexyl-4-{[5-(2,4-difluoro-phenyl)-[1,3,4]oxadiazole-2-carbonyl]-amino}-piperidine-3-carboxylic acid dimethylamide CN(C(=O)[C@H]1CN(CC[C@@H]1NC(=O)C=1OC(=NN1)C1=C(C=C(C=C1)F)F)C1CCCCC1)C